ethyl (3,4-difluorophenyl)glycinate FC=1C=C(C=CC1F)NCC(=O)OCC